Z-1,1,1,3-tetrafluoropropene FC(\C=C/F)(F)F